FC1=C2C(=CN(C2=CC=C1)C1=CC=CC=C1)\C=C/1\C(NC(S1)=O)=O (Z)-5-((4-fluoro-1-phenyl-1H-indol-3-yl)methylene)thiazolidine-2,4-dione